methyl (2S)-2-[[(2S)-3-cyclopropyl-2-[(4-methoxy-1H-indole-2-carbonyl)amino]propanoyl] amino]-3-(2-pyridyl)propanoate C1(CC1)C[C@@H](C(=O)N[C@H](C(=O)OC)CC1=NC=CC=C1)NC(=O)C=1NC2=CC=CC(=C2C1)OC